5-methylenepyrimido[1,6-a][1,4]diazepin-9-yl 2,4,6-triisopropylbenzenesulfonate C(C)(C)C1=C(C(=CC(=C1)C(C)C)C(C)C)S(=O)(=O)OC=1N=CN2C(=CN=CCC2=C)C1